CN1C=NC2=C(C1=O)C=CN2 3-methyl-3,7-dihydro-4H-pyrrolo[2,3-d]Pyrimidin-4-one